C(C=C)C=1C=C(SC1)CCC(=O)OC Methyl 3-(4-allylthiophen-2-yl)propanoate